7-Bromo-2,4-dichloro-8-fluoro-6-(trifluoromethyl)quinazoline BrC1=C(C=C2C(=NC(=NC2=C1F)Cl)Cl)C(F)(F)F